[Br-].[Br-].[Br-].[O-]CCCC.[Ti+4] Titanium n-butoxide tribromide